4,8-bis-(thiophen-2-yl)-2,6-bis-(5-triisopropylsilanylthiophen-2-yl)-benzo[1,2-d:4,5-d']bisthiazole S1C(=CC=C1)C1=C2C(N=C(S2)C=2SC(=CC2)[Si](C(C)C)(C(C)C)C(C)C)=C(C2=C1N=C(S2)C=2SC(=CC2)[Si](C(C)C)(C(C)C)C(C)C)C=2SC=CC2